1-ethyl-6-fluoro-7-(4-benzylpiperazin-1-yl)-4-oxo-1,4-dihydroquinoline-3-carboxylic acid hydrochloride Cl.C(C)N1C=C(C(C2=CC(=C(C=C12)N1CCN(CC1)CC1=CC=CC=C1)F)=O)C(=O)O